C1(=CC=CC=C1)C=1C2=CC=C3C=CC=NC3=C2N=CC1 7-phenyl-1,10-phenanthroline